C(C)OC(=O)C1=CC=C(C=2NC(=NC21)C)C#N 7-cyano-2-methyl-1H-benzo[d]Imidazole-4-carboxylic acid ethyl ester